C=1N=C(N2C1C=CC=C2)CC(C)N(C)C 1-(imidazo[1,5-a]pyridin-3-yl)-N,N-dimethylpropan-2-amine